methyl 3-(4-(3,5-difluoro-2-(trifluoromethyl)phenyl)piperidine-1-carbonyl)-1,4,6,7-tetrahydro-5H-pyrazolo[4,3-c]pyridine-5-carboxylate FC=1C(=C(C=C(C1)F)C1CCN(CC1)C(=O)C1=NNC2=C1CN(CC2)C(=O)OC)C(F)(F)F